C(C)N1CCC(CC1)OC1=CC=CC2=C1N(C(=N2)NC(C2=CC(=NC=C2)C)=O)[C@H]2CN(CCCC2)C(=O)OC(C)(C)C Tert-butyl (R)-3-(7-((1-ethylpiperidin-4-yl)oxy)-2-(2-methylisonicotinamido)-1H-benzo[d]imidazol-1-yl)azepane-1-carboxylate